(R)-2-((1-(2-cyano-3,7-dimethyl-quinoxalin-5-yl)ethyl)amino)benzoic acid C(#N)C1=NC2=CC(=CC(=C2N=C1C)[C@@H](C)NC1=C(C(=O)O)C=CC=C1)C